BrC=1C=CC(=C(C1)O)C=1C=2N(C(=NN1)N[C@H]1CNCCC1)N=CC2 5-bromo-2-(7-{[(3R)-piperidin-3-yl]amino}pyrazolo[1,5-d][1,2,4]triazin-4-yl)phenol